CC(C)(C)[S@@](=O)N[C@@H]1CCCC12CCNCC2 (R)-2-methyl-N-((R)-8-azaspiro[4.5]dec-1-yl)propane-2-sulfinamide